4,6-dichloro-N-(2,2-dimethoxyethyl)quinoline-3-carboxamide ClC1=C(C=NC2=CC=C(C=C12)Cl)C(=O)NCC(OC)OC